Cl.NCCOCCOCCOCCC(=O)OCC=C allyl 3-(2-(2-(2-aminoethoxy)ethoxy)ethoxy)propanoate hydrochloride